2-amino-N-((3R)-1-cyclopropyl-2-oxo-3-piperidinyl)-3-methyl-N-((5-(trifluoromethyl)-2-pyridinyl)methyl)-6-quinolinecarboxamide NC1=NC2=CC=C(C=C2C=C1C)C(=O)N(CC1=NC=C(C=C1)C(F)(F)F)[C@H]1C(N(CCC1)C1CC1)=O